(1R,2S,3R,4R,5S,6R)-3,4,5-tris(p-methoxybenzyloxy)-2-((p-methoxybenzyloxy)methyl)-6-(4-chloro-3-(4-ethoxybenzyl)phenyl)cyclohexanol COC1=CC=C(CO[C@@H]2[C@H]([C@@H]([C@H]([C@@H]([C@H]2OCC2=CC=C(C=C2)OC)OCC2=CC=C(C=C2)OC)C2=CC(=C(C=C2)Cl)CC2=CC=C(C=C2)OCC)O)COCC2=CC=C(C=C2)OC)C=C1